FC1=C(C(=CC(=C1)OC)F)[C@H]1[C@@H](C(NC1)=O)NC(=O)NC=1C=C(C=CC1)C |o1:10,11| (-)-1-[(3S*,4R*)-4-(2,6-difluoro-4-methoxyphenyl)-2-oxopyrrolidin-3-yl]-3-(m-tolyl)urea